6-((2R,6S)-2-(1-cyclopropyl-1H-pyrazol-4-yl)-6-methylmorpholino)-8-(2,4-difluorophenyl)-2,3-dimethylpyrimidino[5,4-d]pyrimidin-4(3H)-one C1(CC1)N1N=CC(=C1)[C@H]1O[C@H](CN(C1)C=1N=C(C=2N=C(N(C(C2N1)=O)C)C)C1=C(C=C(C=C1)F)F)C